methyl (R)-4-(((1S,2S)-2-aminocyclohexyl)(methyl) amino)-3-(bicyclo[1.1.1]pentan-1-ylmethyl)-4-oxo-butanoate N[C@@H]1[C@H](CCCC1)N(C([C@@H](CC(=O)OC)CC12CC(C1)C2)=O)C